N1C=NC2=C1C=CC(=C2)C2CCN(CC2)[C@H]2C(N(CC2)CC2=CC=C(C=C2)C)=O (R)-3-(4-(1H-benzo[d]imidazol-5-yl)piperidin-1-yl)-1-(4-methylbenzyl)pyrrolidin-2-one